CN1N=C(C2=CC=CC(=C12)OC[C@H]1CNCC1)C1C(NC(CC1)=O)=O 3-(1-methyl-7-(((R)-pyrrolidin-3-yl)methoxy)-1H-indazol-3-yl)piperidine-2,6-dione